tert-butyl 2-[(9S)-7-[4-[4-(dimethoxymethyl)-1-piperidyl]phenyl]-4,5,13-trimethyl-3-thia-1,8,11,12-tetrazatricyclo[8.3.0.02,6]trideca-2(6),4,7,10,12-pentaen-9-yl]acetate COC(C1CCN(CC1)C1=CC=C(C=C1)C=1C=2C(=C(SC2N2C(=NN=C2[C@@H](N1)CC(=O)OC(C)(C)C)C)C)C)OC